1,8-dichloro-3-(1-(5-chloro-2-ethoxy-4-methyl-3-(6-methylpyridin-3-yl)phenyl)ethyl)imidazo[1,5-a]Pyrazine ClC=1N=C(N2C1C(=NC=C2)Cl)C(C)C2=C(C(=C(C(=C2)Cl)C)C=2C=NC(=CC2)C)OCC